ethyl (E)-3-(1-(2-((tert-butoxycarbonyl)(methyl)amino)ethyl)-2-((4-(2-(4-chloro-2-fluorophenyl)-2-methylbenzo[d][1,3]dioxol-4-yl)piperidin-1-yl)methyl)-1H-imidazol-5-yl)acrylate C(C)(C)(C)OC(=O)N(CCN1C(=NC=C1/C=C/C(=O)OCC)CN1CCC(CC1)C1=CC=CC=2OC(OC21)(C)C2=C(C=C(C=C2)Cl)F)C